ClC1=C(C=CC=C1Cl)NC1=CC2=CC=CC=C2C=C1 N-(2,3-dichlorophenyl)naphthalene-2-amine